(S)-N-(1-(4-(3-(3-Fluoropyrrolidin-1-yl)-4-(trifluoromethyl)benzyl)piperazine-1-carbonyl)-1H-pyrazol-3-yl)methanesulfonamide F[C@@H]1CN(CC1)C=1C=C(CN2CCN(CC2)C(=O)N2N=C(C=C2)NS(=O)(=O)C)C=CC1C(F)(F)F